CC1=C(C=CC(=N1)C=1SC=CC1CO)OC1OCCCC1 (2-(6-methyl-5-((tetrahydro-2H-pyran-2-yl)oxy)pyridin-2-yl)thiophen-3-yl)methanol